di(1-adamantyl)n-butylphosphine C12(CC3CC(CC(C1)C3)C2)C(CCCP)C23CC1CC(CC(C2)C1)C3